C(C)C1=CC(=C2CCCNC2=C1)C1(CC1)NC(=O)C=1C=C(OC[C@H]2N(CC2)C(=O)OC(C)(C)C)C=CC1C tert-butyl (s)-2-((3-((1-(7-ethyl-1,2,3,4-tetrahydroquinolin-5-yl)cyclopropyl) carbamoyl)-4-methylphenoxy)methyl)azetidine-1-carboxylate